5-Methyl-cytosine tert-butyl-N-{[5-(2-fluorophenyl)-1-[3-(trifluoromethylsulfonylamino)benzenesulfonyl]-1H-pyrrol-3-yl]methyl}-N-methylcarbamate C(C)(C)(C)CN(C(O)=O)CC1=CN(C(=C1)C1=C(C=CC=C1)F)S(=O)(=O)C1=CC(=CC=C1)NS(=O)(=O)C(F)(F)F.CC=1C(=NC(NC1)=O)N